ClC=1C=CC=C2C(C=C(OC12)C1=CC=C(OCCO[C@H]2[C@@H](C2)C(=O)O)C=C1)=O trans-2-[2-[4-(8-chloro-4-oxo-chromen-2-yl)phenoxy]ethoxy]cyclopropanecarboxylic acid